(4-{[2-(trimethylsilyl)ethoxy]methoxy}phenyl)-1H-pyrrole-3-carboxamide C[Si](CCOCOC1=CC=C(C=C1)N1C=C(C=C1)C(=O)N)(C)C